isopropyl ((((2S,3R,4R,5R)-5-(2-amino-6-ethoxy-9H-purin-9-yl)-4-chloro-2-fluoro-3-hydroxy-4-methyltetrahydrofuran-2-yl)methoxy)(phenoxy)phosphoryl)-L-alaninate NC1=NC(=C2N=CN(C2=N1)[C@H]1[C@]([C@@H]([C@@](O1)(F)COP(=O)(OC1=CC=CC=C1)N[C@@H](C)C(=O)OC(C)C)O)(C)Cl)OCC